1-[(3S)-pyrrolidin-3-yl]Pyrazole-4-carboxamide hydrochloride Cl.N1C[C@H](CC1)N1N=CC(=C1)C(=O)N